4-(5-bromo-2-nitrophenyl)-3-oxobutanoic acid methyl ester COC(CC(CC1=C(C=CC(=C1)Br)[N+](=O)[O-])=O)=O